(S)-ethyl 2-((S)-2-(((benzyloxy)carbonyl)(methyl)amino)propanamido)-3-(1H-indol-3-yl)propanoate C(C1=CC=CC=C1)OC(=O)N([C@H](C(=O)N[C@H](C(=O)OCC)CC1=CNC2=CC=CC=C12)C)C